C(C)(C)(C)C1=CC(=NC=C1)N1C2=CC=CC=C2C=2C=CC(=CC12)OC=1C=C(C=CC1)NC=1C(=CC=CC1)NC1=C(C=C(C=C1Br)C(C)(C)C)Br N1-(3-((9-(4-(tert-Butyl)pyridin-2-yl)-9H-carbazol-2-yl)oxy)phenyl)-N2-(2,6-dibromo-4-(tert-butyl)phenyl)benzene-1,2-diamine